4-amino-N-((3-(difluoromethylene)cyclobutyl)methyl)-7-methyl-N-(2-(trifluoromethyl)-5,8-dihydro-6H-pyrano[3,4-b]pyridin-5-yl)imidazo[1,5-a]quinoxaline-8-carboxamide NC=1C=2N(C3=CC(=C(C=C3N1)C)C(=O)N(C1COCC3=NC(=CC=C31)C(F)(F)F)CC3CC(C3)=C(F)F)C=NC2